[6-(6-chlorooxazolo[5,4-b]pyridin-2-yl)spiro[3.3]heptan-2-yl]carbamate ClC=1C=C2C(=NC1)OC(=N2)C2CC1(CC(C1)NC([O-])=O)C2